BrC1=CC2=C(N(N=C2C=C1)C1CN(CC1)C(=O)OC(C)(C)C)C(=O)OC methyl 5-bromo-2-(1-(tert-butoxycarbonyl) pyrrolidin-3-yl)-2H-indazole-3-carboxylate